O=C1N(CCC(N1)=O)C1=CC=C(C=C1)N1CCC(CC1)CN1CCN(CC1)C1=C(C=C(C=C1)NC=1N=C(N=NC1C(=O)N)N1CCCCC1)F 5-((4-(4-((1-(4-(2,4-dioxotetrahydropyrimidin-1(2H)-yl)phenyl)piperidin-4-yl)methyl)piperazine-1-yl)-3-fluorophenyl)amino)-3-(piperidin-1-yl)-1,2,4-triazine-6-carboxamide